1,4-bis(2-trifluoromethyl-4-aminophenylsulfonyl)benzene FC(C1=C(C=CC(=C1)N)S(=O)(=O)C1=CC=C(C=C1)S(=O)(=O)C1=C(C=C(C=C1)N)C(F)(F)F)(F)F